OC[C@H](C1=CC=CC=C1)NC1=CC(=NC=C1C=1OC=NN1)NC1=CC=C2C(N3N(C2=C1)C(C=CC3C)C)=O 3-((4-(((S)-2-hydroxy-1-phenylethyl)amino)-5-(1,3,4-oxadiazol-2-yl)pyridin-2-yl)amino)-6,9-dimethyl-6,9-dihydro-11H-pyridazino[1,2-a]indazol-11-one